C1(CCC1)C1C(C1)C1=C(N=NC(=C1)C=1C(=NC(=NC1)OC)OC)N 4-(2-cyclobutylcyclopropyl)-6-(2,4-dimethoxypyrimidin-5-yl)pyridazine-3-amine